CC1=C(C=2N(N=C1N1CC=3C=C(C=NC3CC1)N1CC(CCC1)OC)C(=NN2)C(F)(F)F)C 6-(7,8-dimethyl-3-(trifluoromethyl)-[1,2,4]triazolo[4,3-b]pyridazin-6-yl)-3-(3-methoxypiperidin-1-yl)-5,6,7,8-tetrahydro-1,6-naphthyridine